3-(4-(2,5-diazabicyclo[2.2.2]octan-2-yl)-5-fluoro-1-oxoisoindolin-2-yl)piperidine-2,6-dione C12N(CC(NC1)CC2)C2=C1CN(C(C1=CC=C2F)=O)C2C(NC(CC2)=O)=O